S1C(=NC2=C1C=CC=C2)NC(=O)C=2C=CC=C1CCN(CC21)C2=CC=C(C(=N2)C(=O)OC)C=2N=NN(C2C)CC21CC3CC(CC(C2)C3)C1 methyl 6-(8-(benzo[d]thiazol-2-ylcarbamoyl)-3,4-dihydroisoquinolin-2(1H)-yl)-3-(1-(tricyclo[3.3.1.13,7]dec-1-ylmethyl)-5-methyl-1H-1,2,3-triazol-4-yl)picolinate